OCC(=O)OC1=NC2=CC(=CC=C2C=C1)OCCCCN1CCN(CC1)C1=CC=CC=2SC=CC21 7-(4-(4-(benzo[b]thiophen-4-yl)piperazin-1-yl)butoxy)quinolin-2-yl 2-hydroxyacetate